O1C=NCC1=O 5(4H)oxazolone